2-(2-(cyclopropanesulfonamido)thiazol-4-yl)-N-(5-(6-isopropoxypyrazin-2-yl)pyridin-2-yl)butanamide C1(CC1)S(=O)(=O)NC=1SC=C(N1)C(C(=O)NC1=NC=C(C=C1)C1=NC(=CN=C1)OC(C)C)CC